COC1=C(C=C(C=C1)OC)NC(=S)N1C[C@](CC1)(C1=NC=NS1)C1=CC(=C(C=C1)C)F (R)-N-(2,5-dimethoxyphenyl)-3-(3-fluoro-4-methylphenyl)-3-(1,2,4-thiadiazol-5-yl)pyrrolidine-1-carbothioamide